COC1=C(C=C(C=C1)N=C=S)C(N1CCN(C(CN(CCN(CC1)C(=O)O)C(=O)O)C)C(=O)O)C(=O)O 1-[(2-methoxy-5-isothiocyanato-phenyl)-carboxymethyl]-4,7,10-tricarboxy-5-methyl-1,4,7,10-tetraazacyclododecane